ClC=1C=C(C=CC1F)C1N(CC(CC1)C)C(C(=O)NC=1C=C(C(=NC1)NC(OC(C)(C)C)=O)C)=O tert-butyl N-[5-[[2-[2-(3-chloro-4-fluoro-phenyl)-5-methyl-1-piperidyl]-2-oxo-acetyl]amino]-3-methyl-2-pyridyl]carbamate